ClC1=C(C=CC(=C1)Cl)C1(OC(CC1)OCC(F)(F)F)CN1N=CN=C1 1-[[2-(2,4-dichlorophenyl)tetrahydro-5-(2,2,2-trifluoroethoxy)-2-furanyl]methyl]-1H-1,2,4-triazole